methyl α-[2,2-bis(carbomethoxy)ethyl]acrylate C(=O)(OC)C(CC(C(=O)OC)=C)C(=O)OC